S1C(=NC2=C1C=CC=C2)C2=CC=C(C=C2)N(C)CCOCCOCCNC[C@H](COC2=CC(=C(C=C2)OCC2=CC=CC=C2)OCC2=CC=CC=C2)O (R)-2-(4-(benzo[d]thiazol-2-yl)phenyl)-14-(3,4-bis(benzyloxy)phenoxy)-5,8-dioxa-2,11-diazatetradecan-13-ol